(2-chloro-3'-(4-(methoxycarbonyl)-1-methyl-1H-imidazole-2-carboxamido)-2'-methyl-[1,1'-biphenyl]-3-yl)carbamate ClC1=C(C=CC=C1NC([O-])=O)C1=C(C(=CC=C1)NC(=O)C=1N(C=C(N1)C(=O)OC)C)C